FC(C=1C(=C(C=CC1)[C@@H](C#C)NC1=C(C(=NC(=N1)C)CC(=O)NC1(CC1)C(F)F)C1OCCO1)C)F (R)-2-(6-((1-(3-(difluoromethyl)-2-methylphenyl)prop-2-yn-1-yl)amino)-5-(1,3-dioxolan-2-yl)-2-methylpyrimidin-4-yl)-N-(1-(difluoromethyl)cyclopropyl)-acetamide